C1(CC1)C1=NNC=C1 cyclopropyl-pyrazole